rac-(S)-N,N-Dibenzyl-8-bromo-2',4'-dichloro-3,4,5',8'-tetrahydro-2H-spiro[naphthalene-1,7'-pyrano[4,3-b]pyridin]-7-amine C(C1=CC=CC=C1)N(C1=CC=C2CCC[C@]3(CC4=NC(=CC(=C4CO3)Cl)Cl)C2=C1Br)CC1=CC=CC=C1 |r|